5-(6-cyclopropyl-5-((1S,2S)-2-ethylcyclopropyl)pyridazin-3-yl)pyrimidine-2,4(1H,3H)-dione C1(CC1)C1=C(C=C(N=N1)C=1C(NC(NC1)=O)=O)[C@@H]1[C@H](C1)CC